C(CCCCCCC\C=C/C\C=C/CCCCC)(=O)OCC(COC(CCC(OCCCCCCCC)OCCCCCCCC)=O)COC(NCC1N(CCC1)CC)=O 3-((4,4-bis(octyloxy)butanoyl)oxy)-2-(((((1-ethylpyrrolidin-2-yl)methyl)carbamoyl)oxy)methyl)propyl (9Z,12Z)-octadeca-9,12-dienoate